(R or S)-9-methoxy-2-(1-(1-methyl-1H-pyrazol-4-yl)piperidin-3-yl)-[1,2,4]triazolo[1,5-c]quinazolin-5-amine COC1=CC=2C=3N(C(=NC2C=C1)N)N=C(N3)[C@H]3CN(CCC3)C=3C=NN(C3)C |o1:16|